4-[(2S)-4-cyclopropyl-4-hydroxy-1-[(5-methoxy-7-methyl-1H-indol-4-yl)methyl]piperidine-2-yl]benzoic acid C1(CC1)C1(C[C@H](N(CC1)CC1=C2C=CNC2=C(C=C1OC)C)C1=CC=C(C(=O)O)C=C1)O